3-chloro-N-[(1R)-1-(2,6-difluorophenyl)ethyl]-6-[6-(dimethylphosphoryl)pyridin-3-yl]-7-fluoro-2-methyl-1,5-naphthyridin-4-amine ClC=1C(=NC2=CC(=C(N=C2C1N[C@H](C)C1=C(C=CC=C1F)F)C=1C=NC(=CC1)P(=O)(C)C)F)C